(benzonitrile) palladium (II) bis(tetrafluoroborate) F[B-](F)(F)F.F[B-](F)(F)F.[Pd+2].C(C1=CC=CC=C1)#N